propylbis(tri-methylsiloxy)methylsilan C(CC)[SiH2]C(O[Si](C)(C)C)O[Si](C)(C)C